ClC=1C=C(C=CC1F)NC(=O)C=1N(C=C2C(CCCC12)=O)C N-(3-chloro-4-fluorophenyl)-2-methyl-4-oxo-4,5,6,7-tetrahydro-2H-isoindole-1-carboxamide